Ethyl (R)-3-((2-amino-5-bromopyridin-3-yl)amino)-2-cyano-2-methylpropanoate NC1=NC=C(C=C1NC[C@](C(=O)OCC)(C)C#N)Br